F[C@H]1[C@H](CN(CC1)C)NC1=C2C=C(N(C2=CC=C1)CC(F)(F)F)C1=NOC(=N1)CNC(=O)C1=CN(C=C1)C1(CCOCC1)C N-{[3-(4-{[(3S,4R)-4-fluoro-1-methylpiperidin-3-yl]amino}-1-(2,2,2-trifluoroethyl)-1H-indol-2-yl)-1,2,4-oxadiazol-5-yl]methyl}-1-(4-methyloxan-4-yl)-1H-pyrrole-3-carboxamide